Uranium beryllium [Be].[U]